ClC=1C2=C(N=CN1)C=CC(=N2)N2[C@H](C[C@@H](C2)F)C2=C(C=CC(=C2)F)F 4-chloro-6-((2R,4S)-2-(2,5-difluorophenyl)-4-fluoropyrrolidin-1-yl)pyrido[3,2-d]pyrimidine